NC1=NC=2C=C(C(=CC2C2=C1C=NN2C)C(=O)N2[C@H](COCC2)C2=CC=C(C=C2)F)F (4-amino-7-fluoro-1-methyl-1H-pyrazolo[4,3-c]quinolin-8-yl)((3S)-3-(4-fluorophenyl)-4-morpholinyl)methanone